(S)-2-(2-(4-((3-fluorophenyl)sulfonyl)-2-oxopiperazin-1-yl)acetamido)-N-(4-methoxyphenyl)-N-methyl-3-phenylpropanamide FC=1C=C(C=CC1)S(=O)(=O)N1CC(N(CC1)CC(=O)N[C@H](C(=O)N(C)C1=CC=C(C=C1)OC)CC1=CC=CC=C1)=O